{4-[1-(2H3)methyl-4-(trifluoromethyl)imidazol-2-yl]phenyl}(2H2)methanol C(N1C(=NC(=C1)C(F)(F)F)C1=CC=C(C=C1)C(O)([2H])[2H])([2H])([2H])[2H]